ClC1=C(CN)C=CC(=C1)Cl 2,4-dichloro-benzylamine